CC(CC(CCCC(=O)N)=O)(C)C 7,7-dimethyl-5-oxooctanamide